ClC=1C(=NC(=NC1)NC=1C(=NN(C1)C)OCC)N1C=CC2=CC(=CC=C12)NC(C=C)=O N-[1-[5-chloro-2-[(3-ethoxy-1-methyl-pyrazol-4-yl)amino]pyrimidin-4-yl]indol-5-yl]prop-2-enamide